butyl-(phenyl)(vinyl)phosphine oxide C(CCC)P(C=C)(C1=CC=CC=C1)=O